(E)-3-(3-amino-4-hydroxystyryl)-5-methoxy-4-(3-methylbut-2-en-1-yl)phenol NC=1C=C(/C=C/C=2C=C(C=C(C2CC=C(C)C)OC)O)C=CC1O